ClC=1C=C(C=CC1C1(CC(=C(C2=CC=CC=C12)N)\N=N\[H])C(=O)O)C1=CC(=C(C=C1)C1(CC(=C(C2=CC=CC=C12)N)\N=N\[H])C(=O)O)Cl 1,1'-(3,3'-dichloro[1,1'-biphenyl]-4,4'-diyl)bis{4-amino-3-[(E)-diazenyl]naphthalene-1-carboxylic acid}